FC=1C=CC2=C(N=C(O2)NC=2OC3=C(N2)C=C(C(=C3)OC)CO)C1 (2-((5-fluorobenzo[d]oxazol-2-yl)amino)-6-methoxybenzo[d]oxazol-5-yl)methanol